ClC1=C(C=C(C=C1)C1=CC(=C(C=C1)C#N)CC)CC(C(=O)NC1=CC=C(C=C1)C1=NN=CN1C)NC(=O)C=1N(N=CC1)C N-[1-[[2-chloro-5-(4-cyano-3-ethyl-phenyl)phenyl]methyl]-2-[4-(4-methyl-1,2,4-triazol-3-yl)anilino]-2-oxo-ethyl]-2-methyl-pyrazole-3-carboxamide